C(C)OC(C(CC(C)C)N1C(C=C(C(=C1)CCN1CC(C1)(C)C)C(F)(F)F)=O)=O.C(C1=CC=CC=C1)OC1=CC=2N(C=C1)N=CC2C2CCC(CC2)=O 4-(5-(benzyloxy)pyrazolo[1,5-a]pyridin-3-yl)cyclohexane-1-one ethyl-2-(5-(2-(3,3-dimethylazetidin-1-yl)ethyl)-2-oxo-4-(trifluoromethyl)pyridin-1(2H)-yl)-4-methylpentanoate